CNC(=O)C1=CC=CC(=N1)OC1=CC=C(C=C1)C1=NOC(=N1)CC(C(=O)OC(C)(C)C)=C tert-butyl 2-((3-(4-((6-(methylcarbamoyl)pyridin-2-yl)oxy)phenyl)-1,2,4-oxadiazol-5-yl)methyl)acrylate